7-((1H-Imidazol-1-yl)methyl)-2-(6,8-dimethoxy-1,7-naphthyridin-4-yl)-5-(1-methyl-3-(trifluoromethyl)-1H-pyrazol-4-yl)-3,4-dihydroisoquinolin-1(2H)-one N1(C=NC=C1)CC1=CC(=C2CCN(C(C2=C1)=O)C1=CC=NC2=C(N=C(C=C12)OC)OC)C=1C(=NN(C1)C)C(F)(F)F